Tert-butyl ((3S,4S)-8-(6-amino-5-((2-chloro-3-sulfamoylphenyl)thio)pyrazin-2-yl)-3-methyl-2-oxa-8-azaspiro[4.5]decan-4-yl)carbamate NC1=C(N=CC(=N1)N1CCC2([C@@H]([C@@H](OC2)C)NC(OC(C)(C)C)=O)CC1)SC1=C(C(=CC=C1)S(N)(=O)=O)Cl